CN1C=C([C@H]2[C@H](O)[C@H](O)[C@@H](CO)O2)C(NC1=O)=O N1-Methyl-pseudouridine